t-Butyl-2-(4-(2-(2-(2-hydroxyethoxy)ethoxy)ethoxy)phenyl)-3,6,8-trioxo-2,7-diazaspiro[4.5]decane-7-carboxylate C(C)(C)(C)OC(=O)N1C(C2(CC(N(C2)C2=CC=C(C=C2)OCCOCCOCCO)=O)CCC1=O)=O